C1=CC=CC=2C3=CC=CC=C3CC12.[F] fluorine (fluorene)